FC1=C(C(=CC(=C1C)OC1=CC2=C(N(N=N2)C)C=C1)OC)NC=1C2=C(N=CN1)C=NC(=N2)S(=O)C N-(2-fluoro-6-methoxy-3-methyl-4-((1-methyl-1H-benzo[d][1,2,3]triazol-5-yl)-oxy)phenyl)-6-(methylsulfinyl)pyrimido[5,4-d]pyrimidin-4-amine